3-Bromo-4-chloro-1-(3,5-difluorophenyl)-1H-pyrrolo[3,2-c]pyridine BrC1=CN(C2=C1C(=NC=C2)Cl)C2=CC(=CC(=C2)F)F